FC=1C=C(C=C(C1)C(F)(F)F)CC(=O)N1CCN(CC1)C=1C=CC=2N(N1)C=NN2 2-[3-fluoro-5-(trifluoromethyl)phenyl]-1-(4-{[1,2,4]triazolo[4,3-b]pyridazin-6-yl}piperazin-1-yl)ethan-1-one